CC(C)C=1C(=C(C=CC1)O)C(C)C di(propan-2-yl)phenol